[Si].[Hf] hafnium silicon